(S)-2-(4-(furan-2-yl)-1H-1,2,3-triazol-1-yl)-3-methylbutanoic acid O1C(=CC=C1)C=1N=NN(C1)[C@H](C(=O)O)C(C)C